2-methoxy-4-((7-methoxy-1H-imidazo[4,5-c][1,8]naphthyridin-1-yl)methyl)benzenesulfonamide COC1=C(C=CC(=C1)CN1C=NC=2C=NC=3N=C(C=CC3C21)OC)S(=O)(=O)N